camphor, iodonium salt [IH2+].C12(C(=O)CC(CC1)C2(C)C)C